(4-bromo-3-fluorophenyl)-2,5-dihydro-1H-pyrrole-1-carboxylic acid tert-butyl ester C(C)(C)(C)OC(=O)N1C(C=CC1)C1=CC(=C(C=C1)Br)F